3-methyl-4-nitroso-N-phenylamine CC=1C=C(C=CC1N=O)N